2-methyl-1,3-propanediol tert-butyl-(5-(aminomethyl)-4,6-dimethylpyridin-2-yl)(tert-butoxycarbonyl)carbamate C(C)(C)(C)CC(C)(C)OC(=O)N(C(=O)OCC(CO)C)C1=NC(=C(C(=C1)C)CN)C